diphenyl-1,4-benzoquinone diimine C1(=CC=CC=C1)N=C1C=CC(C=C1)=NC1=CC=CC=C1